3-(1H-pyrrolo[2,3-b]pyridin-4-yl)-5-methyl-5,6,8a,9-tetrahydro-8H-7,10-dioxa-2,4,4b-triazaphenanthrene N1C=CC=2C1=NC=CC2C=2N=CC=1OCC3COCC(N3C1N2)C